O=C1NC(CCC1N1C(C2=CC=C(C=C2C1)N1CCC(CC1)NS(=O)(=O)C1=CC(=C(C=C1)NC1=NN2C(C(=C(C=C2)C=2C=NNC2)OCC)=N1)C)=O)=O N-(1-(2-(2,6-dioxopiperidin-3-yl)-1-oxoisoindolin-5-yl)piperidin-4-yl)-4-((8-ethoxy-7-(1H-pyrazol-4-yl)-[1,2,4]triazolo[1,5-a]pyridin-2-yl)amino)-3-methylbenzenesulfonamide